tert-butyl (2R,3S,4S)-4-[(tert-butoxycarbonyl) oxy]-3-{[(2-hydroxyethyl)carbamoyl]oxy}-2-[(4-methoxyphenyl) methyl]pyrrolidine-1-carboxylate C(C)(C)(C)OC(=O)O[C@@H]1[C@H]([C@H](N(C1)C(=O)OC(C)(C)C)CC1=CC=C(C=C1)OC)OC(NCCO)=O